8-acetyl-3,6-dimethyl-2-(tetrahydro-2H-pyran-4-yl)quinazolin-4(3H)-one C(C)(=O)C=1C=C(C=C2C(N(C(=NC12)C1CCOCC1)C)=O)C